4-(4-iodophenyl)pyridine IC1=CC=C(C=C1)C1=CC=NC=C1